(R,E)-1-(4-((4-([1,2,4]triazolo[1,5-a]pyridin-7-yloxy)-3-methylphenyl)amino)pyrido[3,2-d]pyrimidin-6-yl)-3-((1-methylpyrrolidin-2-yl)methylene)pyrrolidin-2-one N=1C=NN2C1C=C(C=C2)OC2=C(C=C(C=C2)NC=2C1=C(N=CN2)C=CC(=N1)N1C(/C(/CC1)=C/[C@@H]1N(CCC1)C)=O)C